3-methyl-4-(5-nitro-1H-pyrrolo[2,3-b]pyridine-2-yl)benzonitrile CC=1C=C(C#N)C=CC1C1=CC=2C(=NC=C(C2)[N+](=O)[O-])N1